NC=1C=2N(C3=CC(=C(C=C3N1)C#N)C(=O)OC)C=NC2 methyl 4-amino-7-cyanoimidazo[1,5-a]quinoxalin-8-carboxylate